C(C)(C)(C)OC(=O)N1CC2=C(CC1C)N(N=C2C(=O)O)COCC[Si](C)(C)C 5-[(tert-butoxy)carbonyl]-6-methyl-1-{[2-(trimethylsilyl)ethoxy]methyl}-1H,4H,5H,6H,7H-pyrazolo[4,3-c]pyridine-3-carboxylic acid